1-(3-((2-((4-(1,4-diazabicyclo[3.2.1]octan-4-yl)-2-ethylphenyl)amino)-5-(difluoromethyl)pyrimidin-4-yl)amino)propyl)pyrrolidin-2-one N12CCN(C(CC1)C2)C2=CC(=C(C=C2)NC2=NC=C(C(=N2)NCCCN2C(CCC2)=O)C(F)F)CC